4,6-dichloro-2-styrylisocyanobenzene ClC1=CC(=C(C(=C1)Cl)[N+]#[C-])C=CC1=CC=CC=C1